1-(tert-butyl)-4-(3-fluorobenzoyl)-N-(4-methylphenethyl)-1H-pyrazole-5-carboxamide C(C)(C)(C)N1N=CC(=C1C(=O)NCCC1=CC=C(C=C1)C)C(C1=CC(=CC=C1)F)=O